cyclodecene C1=CCCCCCCCC1